2-(3-(azetidin-1-ylmethyl)pyrrolidin-1-yl)-N-(3-fluoro-4-(piperidin-1-yl)phenyl)-5-methyloxazole-4-carboxamide N1(CCC1)CC1CN(CC1)C=1OC(=C(N1)C(=O)NC1=CC(=C(C=C1)N1CCCCC1)F)C